2-phenylvinyl ketone C1(=CC=CC=C1)C=CC(=O)C=CC1=CC=CC=C1